C#CC=CC#C hexa-3-ene-1,5-diyne